P(=O)(OCC1=CC=CC=C1)(OC1=C2C(=CNC2=CC=C1)CC[N+](C)(C)CC1=CC=CC=C1)[O-] Benzyl {3-[2-(Benzyldimethylammonio)ethyl]-1H-indol-4-yl} Phosphate